6,6-bis(3,4-dimethoxyphenyl)fulvene COC=1C=C(C=CC1OC)C(=C1C=CC=C1)C1=CC(=C(C=C1)OC)OC